tert-butyl (2R,6R)-4-{2-[7-fluoro-6-(methoxymethoxy)-2-methylindazol-5-yl]quinazolin-6-yl}-2,6-dimethylpiperazine-1-carboxylate FC1=C(C(=CC2=CN(N=C12)C)C1=NC2=CC=C(C=C2C=N1)N1C[C@H](N([C@@H](C1)C)C(=O)OC(C)(C)C)C)OCOC